C(C1=CC=CC=C1)OC(=O)N1CCC(CC1)CS(NC1=CN=C2C(=N1)N(C(=N2)C2=NC(=CC=C2)OCC)C2=C(C=CC=C2OC)OC)(=O)=O benzyl-4-((N-(1-(2,6-dimethoxyphenyl)-2-(6-ethoxypyridin-2-yl)-1H-imidazo[4,5-b]pyrazin-6-yl)sulfamoyl)methyl)piperidine-1-carboxylate